OC=1C=C(C2=CC=CC=C2C1)N1CC=2N=C(N=C(C2CC1)N1CCN(CC1)C(C=C)=O)OC[C@H]1CN(CCC1)C(=O)OC(C)(C)C tert-butyl (3R)-3-[[7-(3-hydroxy-1-naphthyl)-4-(4-prop-2-enoylpiperazin-1-yl)-6,8-dihydro-5H-pyrido[3,4-d]pyrimidin-2-yl]oxymethyl]piperidine-1-carboxylate